4-guanidino-N-(4-(2-(((1S,2R)-2-hydroxy-2,3-dihydro-1H-inden-1-yl)amino)-2-oxoethyl)phenyl)benzamide trifluoroacetate FC(C(=O)O)(F)F.N(C(=N)N)C1=CC=C(C(=O)NC2=CC=C(C=C2)CC(=O)N[C@@H]2[C@@H](CC3=CC=CC=C23)O)C=C1